OO[C@H](CO)COP(=O)(O)OC[C@H](N)C(=O)O 2-hydroxy-sn-glycero-3-phospho-L-serine